FC(C1=CC=C(C=N1)C=1C=C(C(N(N1)C1=CC(=CC=C1)F)=O)C(=O)N[C@H]1COC[C@H]1O)F 6-[6-(Difluoromethyl)pyridin-3-yl]-2-(3-fluorophenyl)-N-[(3S,4S)-4-hydroxyoxolan-3-yl]-3-oxo-2,3-dihydropyridazine-4-carboxamide